tert-butyl (S)-4-(7-(N-(1-cyanocyclopropyl)sulfamoyl)-9-(5-(difluoromethyl)-1,3,4-thiadiazol-2-yl)-9H-pyrimido[4,5-b]indol-4-yl)-2-methyl-3,6-dihydropyridine-1(2H)-carboxylate C(#N)C1(CC1)NS(=O)(=O)C1=CC=C2C3=C(N(C2=C1)C=1SC(=NN1)C(F)F)N=CN=C3C=3C[C@@H](N(CC3)C(=O)OC(C)(C)C)C